3-((Tert-Butyldimethylsilyl)oxy)-8-(2-(2-methoxyethoxy)ethoxy)-6H-benzo[C]chromen-6-one [Si](C)(C)(C(C)(C)C)OC1=CC=C2C3=C(C(OC2=C1)=O)C=C(C=C3)OCCOCCOC